C[Si](C(C)[Si](O[Si](O[Si](O[Si](O[Si](C)(C)CC[SiH2]C(N(CC)CC)N(CC)CC)(C)C)(C)C)(C)C)(C)C)(OC)OC 1-methyldimethoxysilylethyl-9-bis(diethylamino)methylsilylethyl-1,1,3,3,5,5,7,7,9,9-Decamethylpentasiloxane